5-bromo-3,3-bis(hydroxymethyl)isobenzofuran-1(3H)-one BrC=1C=C2C(OC(C2=CC1)=O)(CO)CO